4-Methylpentyl 3-({[(3R)-1-(tert-butoxycarbonyl)piperidin-3-yl]carbonyl}amino)-5-(2-chloro-5-cyanophenyl)-1H-indazole-1-carboxylate C(C)(C)(C)OC(=O)N1C[C@@H](CCC1)C(=O)NC1=NN(C2=CC=C(C=C12)C1=C(C=CC(=C1)C#N)Cl)C(=O)OCCCC(C)C